ClC=1C=CC(=C(C1)C1=NN(C=C1NC(=O)C=1C=NN2C1N=CC=C2)C[C@@H](CC(F)(F)F)O)OC (R)-N-(3-(5-chloro-2-methoxyphenyl)-1-(4,4,4-trifluoro-2-hydroxybutyl)-1H-pyrazol-4-yl)pyrazolo[1,5-a]pyrimidine-3-carboxamide